C(N)(=O)C1=C(C(=CC(=C1)C)C)NC(=O)C=1SC2=C(C1)C=CC=C2 N-(2-carbamoyl-4,6-dimethylphenyl)-1-benzothiophene-2-carboxamide